ClC1=CC=C(C(=N1)C(=O)O)N[C@H](C)C1=C2N=C(C(=NC2=CC(=C1)C)C#N)OC1=CC=CC=C1 (R)-6-chloro-3-((1-(2-cyano-7-methyl-3-phenoxyquinoxalin-5-yl)ethyl)amino)picolinic acid